ClC=1N=C(C2=C(N1)CCCO2)Cl 2,4-dichloro-7,8-dihydro-6H-pyrano[3,2-d]pyrimidine